C(C)(C)(C)C=1C(=NN(C1C)C(=O)O)NC1=NC(=C2C=CC=NC2=C1)NC1C2CC3CC(CC1C3)(C2)O Cis-tert-butyl-3-[[5-[(5-hydroxy-2-adamantyl)amino]-1,6-naphthyridin-7-yl]amino]-5-methyl-pyrazole-1-carboxylic acid